tert-butyl 4-(2-(chloromethyl)-6-cyclopropylimidazo[1,2-a]pyridin-8-yl)-piperazine-1-carboxylate ClCC=1N=C2N(C=C(C=C2N2CCN(CC2)C(=O)OC(C)(C)C)C2CC2)C1